ClC1=C(C=CC=C1Cl)C1=NNC=2C1=NC=C(C2)C=2C=C1CC(CC1=CC2)(N)C 5-(3-(2,3-dichlorophenyl)-1H-pyrazolo[4,3-b]pyridin-6-yl)-2-methyl-2,3-dihydro-1H-indene-2-amine